2'-bromospiro(benzo[c]xanthene-7,9'-fluorene) BrC1=CC=2C3(C4=CC=CC=C4C2C=C1)C=1C=CC=CC1OC=1C2=C(C=CC13)C=CC=C2